ClC=1C=C(C=C2C(=C(C=NC12)C#N)NC1=CC(=C(C=C1)F)Cl)N[C@@H](C=1C=NC=CC1)C=1N=NN(C1)CCN1CCCCC1 (S)-8-chloro-4-((3-chloro-4-fluorophenyl)amino)-6-(((1-(2-(piperidin-1-yl)ethyl)-1H-1,2,3-triazol-4-yl)(pyridin-3-yl)methyl)amino)quinoline-3-carbonitrile